FC(C=1C(=C(C=CC1F)[C@H]1[C@@H](O[C@]([C@H]1C)(C(F)(F)F)C)C(=O)NC=1C=NC(=CC1)[C@@H](CO)O)OC)F |o1:9,10,12,13| rel-(2r,3S,4S,5r)-3-(3-(difluoromethyl)-4-fluoro-2-methoxyphenyl)-N-(6-((S)-1,2-dihydroxyethyl)pyridin-3-yl)-4,5-dimethyl-5-(trifluoromethyl)tetrahydrofuran-2-carboxamide